4-Amino-7-ethoxy-1-(isoquinolin-5-yl)-2-oxo-1,2-dihydroquinoline-3-carboxylic acid methyl ester COC(=O)C=1C(N(C2=CC(=CC=C2C1N)OCC)C1=C2C=CN=CC2=CC=C1)=O